OC1=C(C=CC=C1)C=1SC[C@H](N1)C1(N(CCC1)C)C(=O)N ((R)-2-(2-hydroxyphenyl)-4,5-dihydrothiazol-4-yl)-1-methylpyrrolidine-2-carboxamide